C(=O)(OC(C)(C)C)N1[C@@H](CCC1)CCN (S)-1-Boc-2-(aminoethyl)pyrrolidine